2-decyl-tetradecanoylamide C(CCCCCCCCC)C(C(=O)[NH-])CCCCCCCCCCCC